N1=C(C=C2COCCN21)C2=NC1=CC=C(C=C1C(N2)=O)C2CCN(CC2)C 2-(6,7-dihydro-4H-pyrazolo[5,1-c][1,4]oxazin-2-yl)-6-(1-methylpiperidin-4-yl)quinazolin-4(3H)-one